2-(6-(((1S,2R,3R,5R)-2-fluoro-1,5,9-trimethyl-9-azabicyclo[3.3.1]nonan-3-yl)oxy)pyridazin-3-yl)-5-(5-methyl-2H-tetrazol-2-yl)phenol F[C@@H]1[C@@]2(CCC[C@](C[C@H]1OC1=CC=C(N=N1)C1=C(C=C(C=C1)N1N=C(N=N1)C)O)(N2C)C)C